3-((4-((2-Methoxy-4-phenylthiazol-5-yl)oxy)pyridin-2-yl)amino)benzenesulfonamide COC=1SC(=C(N1)C1=CC=CC=C1)OC1=CC(=NC=C1)NC=1C=C(C=CC1)S(=O)(=O)N